OCCCCCCCO 1,7-dihydroxyheptane